1-benzyl 2-methyl (5S)-5-[[(tert-butyldiphenylsilyl)oxy]methyl]-3-oxopyrrolidine-1,2-dicarboxylate [Si](C1=CC=CC=C1)(C1=CC=CC=C1)(C(C)(C)C)OC[C@@H]1CC(C(N1C(=O)OCC1=CC=CC=C1)C(=O)OC)=O